1-(2-chlorophenyl)-4-(isoxazol-4-yl-amino)-7-(trifluoromethyl)pyrido[2,3-d]-pyrimidin-2(1H)-one ClC1=C(C=CC=C1)N1C(N=C(C2=C1N=C(C=C2)C(F)(F)F)NC=2C=NOC2)=O